5-fluoro-1,2,3,4-tetrahydroquinoline FC1=C2CCCNC2=CC=C1